FC1=CC=C(OC2=CC=C(OC3=NC=NC4=CC=C5C(=C34)OCCN5)C=C2)C=C1 10-(4-(4-fluorophenoxy)phenoxy)-3,4-dihydro-2H-[1,4]oxazino[2,3-f]quinazoline